(S)-3-(5-(4-(7-(4-((5-(2-chloro-4-phenoxybenzoyl)-7H-pyrrolo[2,3-d]pyrimidin-4-yl)amino)piperidin-1-yl)-7-oxoheptyl)piperazin-1-yl)-1-oxoisoindolin-2-yl)piperidine-2,6-dione ClC1=C(C(=O)C2=CNC=3N=CN=C(C32)NC3CCN(CC3)C(CCCCCCN3CCN(CC3)C=3C=C2CN(C(C2=CC3)=O)[C@@H]3C(NC(CC3)=O)=O)=O)C=CC(=C1)OC1=CC=CC=C1